2-[4-(Benzylmethylamino)-3-ethylsulfanyl-N-[(4-fluorophenyl)methyl]-5-methyl-anilino]acetic acid C(C1=CC=CC=C1)N(C1=C(C=C(N(CC2=CC=C(C=C2)F)CC(=O)O)C=C1C)SCC)C